1-{2-fluoro-4-[4-({[2-fluoro-5-(trifluoromethoxy)phenyl]methyl}carbamoyl)-1H-1,2,3-triazol-1-yl]butyl}-N-{[5-(trifluoromethyl)pyridin-2-yl]methyl}-1H-1,2,3-triazole-4-carboxamide FC(CN1N=NC(=C1)C(=O)NCC1=NC=C(C=C1)C(F)(F)F)CCN1N=NC(=C1)C(NCC1=C(C=CC(=C1)OC(F)(F)F)F)=O